CCCCCCCCCCCCCCCCCCC(=O)OC[C@H](COP(=O)(O)OC[C@H](CO)O)OC(=O)CCCCCCCCCCC/C=C\C/C=C\CCCCC 1-nonadecanoyl-2-(13Z,16Z-docosadienoyl)-glycero-3-phospho-(1'-sn-glycerol)